C(C(O)CC(=O)O)(=O)OCCOC(C=C)=O acryloxyethyl hydrogen malate